5-(3-(3,3,3-trifluoro-2,2-dimethylpropoxy)phenyl)thiazol-2-amine FC(C(COC=1C=C(C=CC1)C1=CN=C(S1)N)(C)C)(F)F